ClC1=C(C=CC(=N1)C1=C(C=NC=C1)C#C)C(=O)NC=1C=NC(=C(C1)Cl)N1N=CC=N1 6-chloro-N-(5-chloro-6-(2H-1,2,3-triazol-2-yl)pyridin-3-yl)-3'-ethynyl-[2,4'-bipyridine]-5-carboxamide